Tert-butyl 1H,3H,4H-pyrrolo[1,2-A]pyrazine-2-carboxylate C1C=2N(CCN1C(=O)OC(C)(C)C)C=CC2